COC1(CCC(CC1)C(=O)NN)C(F)(F)F cis-4-methoxy-4-(trifluoromethyl)cyclohexanecarbohydrazide